C(C1=CC=CC=C1)OC(=O)NC=1C(=[N+](C=C(C1)Br)[O-])C.ClC=1C(=NC(=NC1)NC=1C=C(C=CC1)NC(CC)=O)NC1=C(C=C(C=C1)C1CNCCC1)OC N-(3-((5-chloro-4-((2-methoxy-4-(piperidin-3-yl)phenyl)amino)pyrimidin-2-yl)amino)phenyl)propanamide 3-{[(benzyloxy)carbonyl]amino}-5-bromo-2-methylpyridin-1-ium-1-olate